N-[(9-fluorenyl)-methoxycarbonyl]-1,2-ethanediamine C1=CC=CC=2C3=CC=CC=C3C(C12)COC(=O)NCCN